N-[(1S)-1-[[1-[(1SR)-1-(3-chloro-6-oxo-1H-pyridazin-5-yl)-3,3-difluoro-propyl]-3-fluoro-pyrazol-4-yl]carbamoyl]-2,2-dicyclopropyl-ethyl]-3-isopropyl-isoxazole-4-carboxamide ClC1=NNC(C(=C1)[C@H](CC(F)F)N1N=C(C(=C1)NC(=O)[C@H](C(C1CC1)C1CC1)NC(=O)C=1C(=NOC1)C(C)C)F)=O |&1:7|